6-[3-[(6-chloropyrid-3-yl)methyl]-2-nitroiminoimidazolin-1-yl]hexanoic acid ClC1=CC=C(C=N1)CN1C(N(CC1)CCCCCC(=O)O)=N[N+](=O)[O-]